C(C)(C)(C)OC(=O)N1C[C@@H](CCC1)NC1=NN=C(C2=C1C(=NO2)C)Br (3R)-3-[(7-bromo-3-methyl-isoxazolo[4,5-d]pyridazin-4-yl)amino]piperidine-1-carboxylic acid tert-butyl ester